2-cyanovinylferrocene C(#N)C=C[C-]1C=CC=C1.[CH-]1C=CC=C1.[Fe+2]